((1R,3S)-3-hydroxycyclopentyl)carbamic acid tert-butyl ester C(C)(C)(C)OC(N[C@H]1C[C@H](CC1)O)=O